5-(((2-cyclopropylethoxy)carbonyl)amino)benzoic acid methyl ester COC(C1=CC=CC(=C1)NC(=O)OCCC1CC1)=O